NC1=CC=2C(=C3C(=NC2C=C1F)C1=CC2=C(C(N1C3)=O)COC([C@]2(O)CC)=O)CNC(CO)=O (S)-N-((9-amino-4-ethyl-8-fluoro-4-hydroxy-3,14-dioxo-3,4,12,14-tetrahydro-1H-pyrano[3',4':6,7]indolizino[1,2-b]quinolin-11-yl)methyl)-2-hydroxyacetamide